C[C@@H]1O[C@@H](CN(C1)C1=CC=CC(=N1)C=1N=C(SC1)NC([C@@H](C([2H])([2H])OC([2H])([2H])[2H])NC(=O)C1=CN(C=C1)S(=O)(=O)C)=O)C N-((R)-1-((4-(6-(cis-2,6-dimethylmorpholino)pyridin-2-yl)thiazol-2-yl)amino)-3-(methoxy-d3)-1-oxopropan-2-yl-3,3-d2)-1-(methylsulfonyl)-1H-pyrrole-3-carboxamide